6,10-dimethyl-5,9-undecadiene-2-one CC(=CCCC(C)=O)CCC=C(C)C